3-(9H-carbazol-3-yl)-9-phenyl-carbazole C1=CC(=CC=2C3=CC=CC=C3NC12)C=1C=CC=2N(C3=CC=CC=C3C2C1)C1=CC=CC=C1